C(C=C)C=1C=C(C(NC1C(F)(F)F)=O)C(=O)NC1C2=CC=C(C=C2OC=2C=CC=C(C12)C)C 5-allyl-N-(1,6-dimethyl-9H-xanthen-9-yl)-2-oxo-6-(trifluoromethyl)-1,2-dihydropyridine-3-carboxamide